ClC1=C2C=C(N(C2=CC=C1Cl)C)C(=O)NC1(COC1)C1=C(C=C(C=C1)C(C(=O)O)(C)C)F 2-{4-[3-(4,5-dichloro-1-methyl-1H-indole-2-amido)oxetan-3-yl]-3-fluorophenyl}-2-methylpropanoic acid